The molecule is a phosphatidylethanolamine 32:2 obtained by transfer of a proton from the amino to the phosphate group of 1,2-[(9Z)-hexadecenoyl]-sn-glycero-3-phosphoethanolamine. It is an organic molecular entity and a phosphatidylethanolamine 32:2. It is a tautomer of a 1,2-di-[(9Z)-hexadecenoyl]-sn-glycero-3-phosphoethanolamine. CCCCCC/C=C\\CCCCCCCC(=O)OC[C@H](COP(=O)([O-])OCC[NH3+])OC(=O)CCCCCCC/C=C\\CCCCCC